C(C)C1=CC=C(COCC(CCCCO[Si](C(C)C)(C(C)C)C(C)C)O)C=C1 1-[(4-ethylbenzyl)oxy]-6-[(triisopropylsilyl)oxy]-2-hexanol